2-(5-Fluoropyridin-2-yl)-1-(4-(5-(7-(1-methyl-1H-pyrazol-4-yl)quinolin-5-yl)pyridin-2-yl)piperazin-1-yl)ethan-1-one FC=1C=CC(=NC1)CC(=O)N1CCN(CC1)C1=NC=C(C=C1)C1=C2C=CC=NC2=CC(=C1)C=1C=NN(C1)C